(4-amino-1H-pyrazolo[4,3-c]pyridin-7-yl)-N2-((5-carbamoylpyridin-2-yl)methyl)-N2-(pyrimidin-2-ylmethyl)oxalamide NC1=NC=C(C2=C1C=NN2)NC(C(=O)N(CC2=NC=CC=N2)CC2=NC=C(C=C2)C(N)=O)=O